FC(O[C@H]1C[C@H](C1)C1=NNC=C1)(F)F 3-(cis-3-(trifluoromethoxy)cyclobutyl)-1H-pyrazole